O=C1C2(C3=C(C=NC=4C=CC=CC34)N1)CC2 2'-oxo-2',3'-dihydrospiro[cyclopropane-1,1'-pyrrolo[2,3-c]quinolin]